FC1=C(C=C(C(=C1)C)SCC(F)(F)F)\N=C\1/SCC(N1CC(F)(F)F)=O (2Z)-2-({2-Fluoro-4-methyl-5-[(2,2,2-trifluoroethyl)sulfanyl]-phenyl}imino)-3-(2,2,2-trifluoroethyl)-1,3-thiazolidin-4-on